N-[[1-(3-chlorophenyl)-6-[2-(2-hydroxyethyl)-3,4-dihydro-1H-isoquinolin-7-yl]-5-methyl-7-oxopyrazolo[4,3-d]pyrimidin-3-yl]methyl]-1,4-dimethylpyrazole-3-carboxamide ClC=1C=C(C=CC1)N1N=C(C=2N=C(N(C(C21)=O)C2=CC=C1CCN(CC1=C2)CCO)C)CNC(=O)C2=NN(C=C2C)C